C1(=CC=CC=C1)C1=NC(=NC(=N1)C1=CC=CC=C1)C=1C(=C(C(=CC1)C=1C(=NC(=CC1)C1=CC=CC=C1)C1=CC=CC=C1)C=1C=CC=2N(C3=CC=CC=C3C2C1)C1=CC=CC=C1)C=1C=CC=2N(C3=CC=CC=C3C2C1)C1=CC=CC=C1 3,3'-(3-(4,6-diphenyl-1,3,5-triazin-2-yl)-6-(2,6-diphenylpyridin-3-yl)-1,2-phenylene)bis(9-phenyl-9H-carbazole)